C(=C)(C)C1CC2=C(C=CC=3C(C4C(OC23)COC2=CC(=C(C=C24)OC)OC)=O)O1 1,2,6,6a,12,12a-hexahydro-2-isopropenyl-8,9-dimethoxychromeno[3,4-b]furo(2,3-h)chromen-6-one